FC(OC1=CC=C(C=C1)NC1=CC(C1=O)=O)(F)F 4-((4-(trifluoromethoxy)phenyl)amino)cyclobut-3-ene-1,2-dione